(2S)-2-[[(2S)-2-amino-3-[5-[bis(2-chloroethyl)amino]-1-methyl-benzimidazol-2-yl]propionyl]amino]-4-methyl-pentanoic acid dihydrochloride Cl.Cl.N[C@H](C(=O)N[C@H](C(=O)O)CC(C)C)CC1=NC2=C(N1C)C=CC(=C2)N(CCCl)CCCl